C1(CCCC1)C=1C=C(C(=O)N=C2NCCN2)C=CC1NC1=CC(=CC=C1)C(NC1CCOCC1)=O 3-cyclopentyl-N-[(2Z)-imidazolidin-2-ylidene]-4-({3-[(oxan-4-yl)carbamoyl]phenyl}amino)benzamide